(1R,2S,5S)-N-[(2S)-4-hydroxy-3-oxo-1-[(3S)-2-oxopyrrolidin-3-yl]butan-2-yl]-6,6-dimethyl-3-azabicyclo[3.1.0]hexane-2-carboxamide hydrochloride Cl.OCC([C@H](C[C@H]1C(NCC1)=O)NC(=O)[C@@H]1[C@H]2C([C@H]2CN1)(C)C)=O